Isopropyl-((((1S,4R)-4-(2-amino-6-chloro-9H-purin-9-yl)cyclopent-2-en-1-yl)methoxy) (phenoxy)phosphoryl)-L-alaninat C(C)(C)N([C@@H](C)C(=O)[O-])P(=O)(OC1=CC=CC=C1)OC[C@@H]1C=C[C@@H](C1)N1C2=NC(=NC(=C2N=C1)Cl)N